O=C1NC(CC[C@@H]1N1C(C2=CC=C(C=C2C1)C1=CC=C2C(=N1)OCC[C@@H]2OC(C)=O)=O)=O (4S)-acetic acid 7-{2-[(3S)-2,6-dioxopiperidin-3-yl]-1-oxo-2,3-dihydro-1H-isoindol-5-yl}-2H,3H,4H-pyrano[2,3-b]pyridin-4-yl ester